ClC1=CC=C2C(=CC(=NC2=C1)C1=CC=C(CCNC(OC(C)(C)C)=O)C=C1)CN1CCOCC1 tert-butyl (4-(7-chloro-4-(morpholinomethyl)quinolin-2-yl)phenethyl)carbamate